OCNC1=CC=C(CC2=CC=C(N)C=C2)C=C1 p-(p-hydroxymethylaminobenzyl)aniline